CC=1N=CSC1C1=CC=C(C=C1)[C@H](C)N1CCCC1 N-((S)-1-(4-(4-methylthiazol-5-yl)phenyl)ethyl)pyrrolidine